C12COCC(N1C=1SC3=C(N1)C=CC(=C3C(=O)NC3=C(C=CC(=C3)F)C(NC31CC(C3)(C1)C#N)=O)OC)C2 2-(3-Oxa-6-azabicyclo[3.1.1]heptan-6-yl)-N-(2-((3-cyanobicyclo[1.1.1]pentan-1-yl)carbamoyl)-5-fluorophenyl)-6-methoxybenzo[d]thiazole-7-carboxamide